CC(C)(C)[S@](=O)N[C@H](C1=NC=C(C=C1)C(=C)C)C1=CC=CC=C1 (S)-2-methyl-N-((S)-phenyl(5-(prop-1-en-2-yl)pyridin-2-yl)methyl)propane-2-sulfinamide